(S)-6-(1-(1-fluorobutan-2-yl)-4-(4-fluorophenyl)-1H-imidazol-5-yl)imidazo[1,2-b]pyridazine-3-carboxamide FC[C@H](CC)N1C=NC(=C1C=1C=CC=2N(N1)C(=CN2)C(=O)N)C2=CC=C(C=C2)F